C1(=CC=CC=C1)C=1NC=2CCC(CC2C1)N 2-phenyl-4,5,6,7-tetrahydro-1H-indol-5-amine